C(C(=C)C)(=O)O.C(CCCC=O)=O 1,5-pentanedial monomethacrylate